1-(tert-butyl)-1H-1,2,4-triazol-3-amine C(C)(C)(C)N1N=C(N=C1)N